(R)-1-(7-(8-ethyl-7-fluoro-3-hydroxynaphthalen-1-yl)-8-fluoro-2-(((4aS,7aR)-1-methyloctahydro-4aH-cyclopenta[b]pyridin-4a-yl)methoxy)quinazolin-4-yl)-3-methylpiperidin-3-ol C(C)C=1C(=CC=C2C=C(C=C(C12)C1=CC=C2C(=NC(=NC2=C1F)OC[C@]12[C@H](N(CCC1)C)CCC2)N2C[C@@](CCC2)(O)C)O)F